BrCC(=O)C1=NC=C(C=C1)C(C(C(C(F)(F)F)(F)F)(F)F)(F)F 2-bromo-1-(5-(nonafluorobutyl)pyridin-2-yl)ethan-1-one